C(C)N1N=NN=C1S 1-ethyltetrazole-5-thiol